(S)-(4-(4-chlorobenzo[d]thiazol-2-yl)-6,7-dihydro-1H-imidazo[4,5-c]pyridin-5(4H)-yl)(pyrazolo[1,5-a]pyridin-3-yl)methanone ClC1=CC=CC2=C1N=C(S2)[C@H]2N(CCC1=C2N=CN1)C(=O)C=1C=NN2C1C=CC=C2